2-(3,4-dimethoxyphenyl)-1-(5-methoxy-2,2-dimethyl-2H-chromen-6-yl)-2-methylpropan COC=1C=C(C=CC1OC)C(CC=1C(=C2C=CC(OC2=CC1)(C)C)OC)(C)C